C(#N)C1=CC2=C(CN(CC2C2=C(C=C(C=C2)NC(C)=O)C=2C(=NN(C2)CC)C(F)(F)F)C(\C=C\CN(C)C)=O)S1 (E)-N-(4-(2-Cyano-6-(4-(dimethylamino)but-2-enoyl)-4,5,6,7-tetrahydrothieno[2,3-c]pyridin-4-yl)-3-(1-ethyl-3-(trifluoromethyl)-1H-pyrazol-4-yl)phenyl)acetamide